FC1=CC=C2C(=CNC2=C1)CC(=O)NCCCC=1N=CN(C1)C(C1=CC=CC=C1)(C1=CC=CC=C1)C1=CC=CC=C1 2-(6-fluoro-1H-indol-3-yl)-N-(3-(1-trityl-1H-imidazol-4-yl)propyl)acetamide